N5-cyclopropyl-N3-methyl-2-oxo-1-(1-(o-tolyl)ethyl)-1,2-dihydropyridine-3,5-dicarboxamide C1(CC1)NC(=O)C=1C=C(C(N(C1)C(C)C1=C(C=CC=C1)C)=O)C(=O)NC